4-(3-amino-1H-pyrazol-5-yl)benzoic acid NC1=NNC(=C1)C1=CC=C(C(=O)O)C=C1